Thiopyrone S1(CC=CC=C1)=O